(1S,3S)-3-((2-(5-chloro-3-((((4-fluorobutyl)(methyl)carbamoyl)oxy)methyl)thiophen-2-yl)-4-methylpyrimidin-5-yl)oxy)cyclohexane-1-carboxylic acid ClC1=CC(=C(S1)C1=NC=C(C(=N1)C)O[C@@H]1C[C@H](CCC1)C(=O)O)COC(N(C)CCCCF)=O